CN1N=C(C=C1NC(C1=CC=NC=C1)=O)C(F)(F)F N-(1-methyl-3-(trifluoromethyl)-1H-pyrazol-5-yl)isonicotinamide